4-((1R,5S)-3,8-diazabicyclo[3.2.1]octane-3-yl)-6-chloro-8-cyclopropoxy-7-(5-methyl-1H-indazol-4-yl)-2-(((S)-1-methylpyrrolidin-2-yl)methoxy)quinazoline [C@H]12CN(C[C@H](CC1)N2)C2=NC(=NC1=C(C(=C(C=C21)Cl)C2=C1C=NNC1=CC=C2C)OC2CC2)OC[C@H]2N(CCC2)C